2-(6-(cyclopropylmethoxy)pyridin-3-yl)-N4-isopropyl-6-phenyl-1,3,5-triazine-2,4-diamine C1(CC1)COC1=CC=C(C=N1)C1(NC(=NC(=N1)NC(C)C)C1=CC=CC=C1)N